OCS=C(C1=CC=CC=C1)O.FC1(C(C1)C(=O)NC=1N=CC2=C(N=CC(=C2C1)C1=CC=CC=C1)NC)F 2,2-difluoro-N-(8-(methylamino)-5-phenyl-2,7-naphthyridin-3-yl)cyclopropane-1-carboxamide S-hydroxymethyl-thiobenzoate